isovaleryl ether C(CC(C)C)(=O)OC(CC(C)C)=O